(1-amino-3,3-difluorocyclobutyl)[(3R,4R)-4-({5-chloro-4-[4-fluoro-1-(propan-2-yl)-1H-benzimidazol-6-yl]pyrimidin-2-yl}amino)-3-hydroxypiperidin-1-yl]methanone NC1(CC(C1)(F)F)C(=O)N1C[C@H]([C@@H](CC1)NC1=NC=C(C(=N1)C=1C=C(C2=C(N(C=N2)C(C)C)C1)F)Cl)O